N-(5-((6-((R)-3-(4-chloro-2-fluorophenyl)-isoxazolidine-2-yl)pyrimidine-4-yl)amino)-2-(4-(4-cyclopropyl-piperazine-1-yl)piperidine-1-yl)-4-methoxyphenyl)acrylamide ClC1=CC(=C(C=C1)[C@@H]1N(OCC1)C1=CC(=NC=N1)NC=1C(=CC(=C(C1)NC(C=C)=O)N1CCC(CC1)N1CCN(CC1)C1CC1)OC)F